CC1NCCC2=C1NC1=CC=CC=C21 1-methyl-2,3,4,9-tetrahydropyrido[3,4-b]indole